5-amino-2-methoxybenzenesulfonic acid NC=1C=CC(=C(C1)S(=O)(=O)O)OC